CN1N=NC2=C1C=CC(=C2)OC2=C(C=C(C=C2)[N+](=O)[O-])C 1-methyl-5-(2-methyl-4-nitrophenoxy)-1,2,3-benzotriazole